[(2S,5R)-2-(2-amino-1,3-benzothiazol-5-yl)-5-methyl-1-piperidyl]-N-(6-amino-5-ethyl-3-pyridyl)-2-oxo-acetamide NC=1SC2=C(N1)C=C(C=C2)[C@H]2N(C[C@@H](CC2)C)C(C(=O)NC=2C=NC(=C(C2)CC)N)=O